N1(CCOCC1)C(=O)C1=CC=C(C=C1)N (4-aminophenyl) (morpholinyl) ketone